5'-methyl-4-pentyl-3-(pyridin-3-ylsulfonyl)-1',2',3',4'-tetrahydro-[1,1'-biphenyl]-2,6-diol CC=1CCCC(C1)C=1C(=C(C(=CC1O)CCCCC)S(=O)(=O)C=1C=NC=CC1)O